CNC=1C=NC=CC1N N3-methylpyridine-3,4-diamine